NC1=NC=NC2=C(C=CC=C12)C(=O)NC1=C2C=CN=C(C2=CC=C1C)CC1=C(C=CC=C1)Cl 4-Amino-N-(1-(2-chlorobenzyl)-6-methylisoquinolin-5-yl)quinazoline-8-carboxamide